9-(2,2-Dimethyl-propoxymethyl)-2-((S)-1-[1,4]dioxan-2-ylmethoxy)-6,7-dihydro-pyrimido[6,1-a]isoquinolin-4-one CC(COCC=1C=C2CCN3C(C2=CC1)=CC(=NC3=O)OC[C@H]3OCCOC3)(C)C